5-amino-2,4,6-triiodo-1,3-benzenedicarboxylic acid dichloride NC=1C(=C(C(=C(C1I)C(=O)Cl)I)C(=O)Cl)I